(5-(((R)-3-fluoropyrrolidin-1-yl)methyl)-2-oxopyridin-1(2H)-yl)-4-methylpentanoic acid F[C@H]1CN(CC1)CC=1C=CC(N(C1)C(C(=O)O)CC(C)C)=O